3,5-bis(benzylidene)-4-nitro-piperidone C(C1=CC=CC=C1)=C1C(NCC(C1[N+](=O)[O-])=CC1=CC=CC=C1)=O